N-(4-bromophenyl)cyclohexane-1-carboxamide BrC1=CC=C(C=C1)NC(=O)C1CCCCC1